COC1=CC=C(C=C1)C=1C(NC(C1C1=CNC2=CC=C(C=C12)[N+](=O)[O-])=O)=O 3-(4-methoxyphenyl)-4-(5-nitro-1H-indol-3-yl)-1H-pyrrole-2,5-dione